6-(2-amino-6-fluoro-5-(7-(piperidin-4-yloxy)benzo[d][1,3]dioxol-4-yl)pyridin-3-yl)-3,4-dihydroisoquinolin-1(2H)-one NC1=NC(=C(C=C1C=1C=C2CCNC(C2=CC1)=O)C1=CC=C(C=2OCOC21)OC2CCNCC2)F